5-methyl-4-(4-{[2-methyl-5-(methyloxy)phenyl]oxy}phenyl)-2,4-dihydro-3H-1,2,4-triazol-3-one CC=1N(C(NN1)=O)C1=CC=C(C=C1)OC1=C(C=CC(=C1)OC)C